CC1(CC(C1)C1=NOC(=C1F)N)C 3-(3,3-dimethylcyclobutyl)-4-fluoro-isoxazol-5-amine